(4-fluorophenyl)-(6-methoxynaphthalen-2-yl)methanone tert-Butyl-3-(4-(bromomethyl)phenyl)-2,6-dioxopiperidine-1-carboxylate C(C)(C)(C)OC(=O)N1C(C(CCC1=O)C1=CC=C(C=C1)CBr)=O.FC1=CC=C(C=C1)C(=O)C1=CC2=CC=C(C=C2C=C1)OC